rac-(1S,2R)-2-((2-chloro-5-(trifluoromethyl)pyrimidin-4-yl)oxy)cyclopentane-1-ol ClC1=NC=C(C(=N1)O[C@H]1[C@H](CCC1)O)C(F)(F)F |r|